NCCOCCOCCOCCOCCOCCOCCC(=O)O 21-amino-4,7,10,13,16,19-hexaoxaheneicosanoic acid